BrC1=C2C=CN(C2=CC(=C1OC1=CC(=C(C=C1)F)C1=NNC=C1)F)S(=O)(=O)C1=CC=C(C)C=C1 4-Bromo-6-fluoro-5-(4-fluoro-3-(1H-pyrazol-3-yl)phenoxy)-1-tosyl-1H-indole